C1(CC1)OC1=C(C(=CC=C1)F)C(=O)N1CC2(C1)CC(C2)N2N=C(C(=C2)C(F)(F)F)C2=C(C=CC=C2)F (2-cyclopropoxy-6-fluorophenyl){6-[3-(o-fluorophenyl)-4-(trifluoromethyl)-1-pyrazolyl]-2-aza-2-spiro[3.3]heptyl}methanone